4-(5-{4-[4-(tert-butoxycarbonylamino-methyl)-phenylcarbamoyl]-benzoylamino}-3-methyl-pyrazin-2-yl)-3,6-dihydro-2H-pyridine-1-carboxylic acid tert-butyl ester C(C)(C)(C)OC(=O)N1CCC(=CC1)C1=NC=C(N=C1C)NC(C1=CC=C(C=C1)C(NC1=CC=C(C=C1)CNC(=O)OC(C)(C)C)=O)=O